3,6-dimethyl-2,4-heptanediol benzoate mesitylglyoxylate C1(=C(C(=CC(=C1)C)C)C(C(=O)OC(C(C(C)OC(C1=CC=CC=C1)=O)C)CC(C)C)=O)C